trans-4-[(5-cyano-4-methyl-imidazol-1-yl)methyl]cyclohexanecarboxylic acid C(#N)C1=C(N=CN1C[C@@H]1CC[C@H](CC1)C(=O)O)C